4'-(4-([1,1'-biphenyl]-4-yl)-6-(4'-cyano-[1,1'-biphenyl]-4-yl)-1,3,5-triazin-2-yl)-[1,1':2',1''-terphenyl]-4,4''-dicarbonitrile C1(=CC=C(C=C1)C1=NC(=NC(=N1)C1=CC=C(C=C1)C1=CC=C(C=C1)C#N)C=1C=C(C(=CC1)C1=CC=C(C=C1)C#N)C1=CC=C(C=C1)C#N)C1=CC=CC=C1